5-(4-((3-(1-acryloylpiperidin-4-yl)-1H-pyrazolo[3,4-d]pyrimidin-4-yl)amino)-2-chloro-3-fluorophenoxy)-6'-phenyl-[2,4'-bipyridin]-2'(1'H)-one C(C=C)(=O)N1CCC(CC1)C1=NNC2=NC=NC(=C21)NC2=C(C(=C(OC=1C=CC(=NC1)C1=CC(NC(=C1)C1=CC=CC=C1)=O)C=C2)Cl)F